6-aminobenzo[d][1,3]dioxole-5-thiol NC=1C(=CC2=C(OCO2)C1)S